5-benzyl-1-oxo-2,5-diazaspiro[3.4]octane-6-carboxamide C(C1=CC=CC=C1)N1C2(CNC2=O)CCC1C(=O)N